3-(5-((8-(2-Fluorobenzyl)-2,8-diazaspiro[4.5]decan-2-yl)sulfonyl)pyridin-2-yl)oxazolidin-2-one FC1=C(CN2CCC3(CCN(C3)S(=O)(=O)C=3C=CC(=NC3)N3C(OCC3)=O)CC2)C=CC=C1